tert-Butyl (7-chloro-5-(4-fluoro-3-(morpholine-4-carbonyl)phenyl)benzofuran-2-yl)methylcarbamate ClC1=CC(=CC=2C=C(OC21)CNC(OC(C)(C)C)=O)C2=CC(=C(C=C2)F)C(=O)N2CCOCC2